2,2-bis(4-bromophenyl)methoxypropane BrC1=CC=C(C=C1)COC(C)(C)OCC1=CC=C(C=C1)Br